ClC=1C=CC2=C(CC(CC=3N2C(=NN3)C3CCC(CC3)(F)F)NC(OC(C)(C)C)=O)C1 Tert-butyl [8-chloro-1-(4,4-difluorocyclohexyl)-5,6-dihydro-4H-[1,2,4]triazolo[4,3-a][1]benzazepin-5-yl]carbamate